6,6'-[pyridine-2,6-diylbis(methylene-1,4,10,13-tetraoxa-7,16-diazacyclooctadecane-16,7-diylmethylene)]dipyridine-2-carboxylic acid N1=C(C=CC=C1CN1CCOCCOCCN(CCOCCOCC1)CC1=CC=CC(=N1)C(=O)O)CN1CCOCCOCCN(CCOCCOCC1)CC1=CC=CC(=N1)C(=O)O